N-(5-((4-cyanobenzyl)thio)-1,3,4-thiadiazol-2-yl)-2-(trifluoromethyl)benzamide C(#N)C1=CC=C(CSC2=NN=C(S2)NC(C2=C(C=CC=C2)C(F)(F)F)=O)C=C1